4-Chloro-5-nitro-1-(p-toluenesulfonyl)-1H-pyrrolo[2,3-b]pyridine ClC1=C2C(=NC=C1[N+](=O)[O-])N(C=C2)S(=O)(=O)C2=CC=C(C)C=C2